3-chloro-6-methyl-pyridazine ClC=1N=NC(=CC1)C